CN(C(=O)C1N(CCCC1)C(=O)N([C@H]1CNCCC1)C1=NC=CC2=CC=CC(=C12)C)C N2,N2-dimethyl-N1-(8-methylisoquinolin-1-yl)-N1-((R)-piperidin-3-yl)piperidine-1,2-dicarboxamide